[F-].[NH4+] ammonium fluoride Salt